3-((R)-1-((6-((S)-1-acetyl-3-methoxypyrrolidin-3-yl)quinolin-4-yl)amino)ethyl)-2-methylbenzonitrile C(C)(=O)N1C[C@@](CC1)(OC)C=1C=C2C(=CC=NC2=CC1)N[C@H](C)C=1C(=C(C#N)C=CC1)C